C(C)C1N(CCN(C1)CC)C1=CC=CC=2OCCOC21 5-(2,4-diethylpiperazin-1-yl)-2,3-dihydro-1,4-benzodioxine